5-[4-amino-5-(trifluoromethyl)pyrrolo[2,1-f][1,2,4]triazin-7-yl]-N-[(3S)-1-benzoylpyrrolidin-3-yl]-2-methoxypyridine NC1=NC=NN2C1=C(C=C2C=2C=CC(N(C2)[C@@H]2CN(CC2)C(C2=CC=CC=C2)=O)OC)C(F)(F)F